2-(2-amino-1,3-thiazol-4-yl)-1-(4-phenylpiperazin-1-yl)ethanone NC=1SC=C(N1)CC(=O)N1CCN(CC1)C1=CC=CC=C1